Tert-butyl 4-(3-methyl-4-nitro-phenyl)sulfanylpiperidine-1-carboxylate CC=1C=C(C=CC1[N+](=O)[O-])SC1CCN(CC1)C(=O)OC(C)(C)C